cis-2,6-dicyclopropyl-4-(5-fluoro-2-methyl-4-nitrophenyl)-3,6-dihydropyridine-1(2H)-carboxylic acid tert-butyl ester C(C)(C)(C)OC(=O)N1[C@H](CC(=C[C@H]1C1CC1)C1=C(C=C(C(=C1)F)[N+](=O)[O-])C)C1CC1